CC1(OCC2=C(O1)C=CC=C2C(CN2C=NC=C2)=O)C 1-(2,2-dimethylbenzo[d][1,3]dioxan-5-yl)-2-(1H-imidazol-1-yl)ethan-1-one